5-bromo-8-fluoro-2-methylquinoline BrC1=C2C=CC(=NC2=C(C=C1)F)C